BrC=1C=NC=2N(C1)N=CC2CC2=CC1=C(OC(CO1)C=1C=NC(=CC1)CC)C(=C2)OC 6-bromo-3-((2-(6-ethylpyridin-3-yl)-8-methoxy-2,3-dihydrobenzo[b][1,4]dioxin-6-yl)methyl)pyrazolo[1,5-a]pyrimidine